CS(=O)(=O)O.N1CC(CCC1)=O 3-piperidinone methanesulfonate